BrC=1C=C(C=CC1)[C@@H](C)NC1=NC(=NC2=CC(=C(C=C12)OC)OCCCCCCCCCCCCCCCC(=O)NCC=1SC=C2C1CN(C2=O)C2C(NC(CC2)=O)=O)C 16-((4-(((R)-1-(3-bromophenyl)ethyl)amino)-6-methoxy-2-methylquinazolin-7-yl)oxy)-N-((5-(2,6-dioxopiperidin-3-yl)-4-oxo-5,6-dihydro-4H-thieno[3,4-c]pyrrol-1-yl)methyl)-hexadecanamide